4-(dimethylamino)benzoyl chloride CN(C1=CC=C(C(=O)Cl)C=C1)C